ClC1=CC=C(C=C1)S(=O)(=O)[O-] 4-Chlorobenzenesulfonate